OC(CCOC1=CC=C(C(=N1)C)C1=C2CC[C@H](C2=CC=C1)OC1=CC=C(C=C1)C1=CC(=NS1=O)O)(C)C 5-[4-[[(1R)-4-[6-(3-hydroxy-3-methylbutoxy)-2-methylpyridine-3-yl]-2,3-dihydro-1H-indene-1-yl]oxy]phenyl]isothiazole-3-ol 1-oxide